N=1C=CN2C1C=CC(=C2)C2=CC=C(C=N2)S(=O)(=O)N2CCC(CC2)NC2=CC=C(C=C2)S(F)(F)(F)(F)F 1-[(6-{imidazo[1,2-a]pyridin-6-yl}pyridin-3-yl)sulfonyl]-N-[4-(pentafluoro-λ6-sulfanyl)phenyl]piperidin-4-amine